tert-butyl (S)-(1-(2-ethyl-7-((8-fluoro-2-methylimidazo[1,2-a]pyridin-6-yl)carbamoyl)-2H-indazol-4-yl)pyrrolidin-3-yl)(methyl)carbamate C(C)N1N=C2C(=CC=C(C2=C1)N1C[C@H](CC1)N(C(OC(C)(C)C)=O)C)C(NC=1C=C(C=2N(C1)C=C(N2)C)F)=O